1-[4-[(6,7-dimethoxy-1-isoquinolinyl)methyl]phenyl]pyrrolidin-2-one COC=1C=C2C=CN=C(C2=CC1OC)CC1=CC=C(C=C1)N1C(CCC1)=O